C(C)(=O)N(C1=C(C=C(C=C1)C1=CC=C(C=N1)C(=O)NCC=1C=NC(=CC1)C)Cl)CC1CC1 6-[4-[acetyl-(cyclopropylmethyl)amino]-3-chloro-phenyl]-N-[(6-methyl-3-pyridyl)methyl]pyridine-3-carboxamide